[Cl-].[Cl-].C(C)(C)C=1C(C2=CC=CC(=C2C1)C1=CC=CC=C1)[Zr+2]C1C(=CC2=C(C=CC(=C12)C)C1=CC=C(C=C1)C(C)(C)C)C (2-isopropyl-4-phenyl-indenyl)(2,7-dimethyl-4-(p-tert-butyl-phenyl)indenyl)zirconium dichloride